(S)-1-(3-((2-(2-fluorophenyl)-4-((methylamino)methyl)-1H-pyrrol-1-yl)sulfonyl)benzoyl)-N,N-dimethylpyrrolidine-2-carboxamide FC1=C(C=CC=C1)C=1N(C=C(C1)CNC)S(=O)(=O)C=1C=C(C(=O)N2[C@@H](CCC2)C(=O)N(C)C)C=CC1